C(CCC)C1(CS(C2=C(N(C1)C1=CC=C(C=C1)F)C=C(C(=C2)O)SC)(=O)=O)C 3-Butyl-5-(4-fluorophenyl)-8-hydroxy-3-methyl-7-(methylsulfanyl)-2,3,4,5-tetrahydro-1,5-benzothiazepine 1,1-dioxide